NC=1C=C(C(=NC1)O[C@@H]1CN(CC1)C(=O)OC(C)(C)C)F tert-Butyl (S)-3-((5-amino-3-fluoropyridin-2-yl)oxy)pyrrolidine-1-carboxylate